N-(1-(4-(2-(2-aminopyridin-3-yl)-5-phenyl-3H-imidazo[4,5-b]pyridin-3-yl)benzyl)piperidin-4-yl)-5-cyanopicolinamide NC1=NC=CC=C1C1=NC=2C(=NC(=CC2)C2=CC=CC=C2)N1C1=CC=C(CN2CCC(CC2)NC(C2=NC=C(C=C2)C#N)=O)C=C1